phenyl-3-butyne C1(=CC=CC=C1)CCC#C